6-(piperidin-4-yl)hexan-1-ol N1CCC(CC1)CCCCCCO